NCCOCCOC=1C=CC2=C(C(=N[C@H](C=3N2C(=NN3)C)CC(=O)NCC)C3=CC=C(C=C3)Cl)C1 2-((4S)-8-(2-(2-aminoethoxy)ethoxy)-6-(4-chlorophenyl)-1-methyl-4H-benzo[f][1,2,4]triazolo[4,3-a][1,4]diazepin-4-yl)-N-ethylacetamide